octadecyl-dimethyl-(3-trimethoxysilylpropyl)ammonium chloride [Cl-].C(CCCCCCCCCCCCCCCCC)[N+](CCC[Si](OC)(OC)OC)(C)C